C(C)(C)(C)OC(CC1CCN(CC1)C1=CC=CC=2N(CCOC21)C(=O)OCC2=CC=CC=C2)=O benzyl 8-[4-(2-tert-butoxy-2-oxo-ethyl)-1-piperidyl]-2,3-dihydro-1,4-benzoxazine-4-carboxylate